CN1N=CC(=C1)C=1N=C(C=2N(C1)N=CC2)N2[C@H](CCCC2)CNC(C#C)=O (R)-N-((1-(6-(1-methyl-1H-pyrazol-4-yl)pyrazolo[1,5-a]pyrazin-4-yl)piperidin-2-yl)methyl)propiolamide